BrC=1C=NN2C1C=CC(=C2)C=2C(=NN(C2C)C)C 3-bromo-6-(1,3,5-trimethyl-1H-pyrazol-4-yl)pyrazolo[1,5-a]pyridine